3-(6-methoxypyridin-3-yl)-3-(1-(4-oxopentyl)-1H-pyrazol-3-yl)propionic acid methyl ester COC(CC(C1=NN(C=C1)CCCC(C)=O)C=1C=NC(=CC1)OC)=O